C[C@]12CC3(CC(C[C@@](C1)(C3)C)C2)NC(NC2=C(C=C(C=C2)S(=O)(=O)N2C[C@H](CCC2)C(=O)NO)F)=O (S)-1-((4-(3-((1r,3r,5s,7s)-3,5-dimethyladamantan-1-yl)ureido)-3-fluorophenyl)sulfonyl)-N-hydroxypiperidine-3-carboxamide